O1CCN(CC1)CCOC=1C=C(C=CC1)C1=CC=2C(=NC=CC2C=2C=C3C(=NNC3=CC2)N)N1 5-(2-(3-(2-morpholinoethoxy)phenyl)-1H-pyrrolo[2,3-b]pyridin-4-yl)-1H-indazol-3-amine